C1(=CC=C(C=C1)CNC1=NC=C(C=N1)C1=CC2=C(NC(N2)=O)C=C1)C1=CC=CC=C1 5-(2-(([1,1'-Biphenyl]-4-ylmethyl)amino)pyrimidin-5-yl)-1H-benzo[d]imidazol-2(3H)-one